3-butylheptyl 8-((3-(((Z)-(cyanoimino)(phenoxy)methyl)amino)propyl)((8-oxo-8-((3-pentyloctyl)oxy)octyl))amino)octanoate C(#N)\N=C(/OC1=CC=CC=C1)\NCCCN(CCCCCCCC(=O)OCCC(CCCC)CCCC)CCCCCCCC(OCCC(CCCCC)CCCCC)=O